4,8-bis(2-furyl)-2,3,6,7-tetrahydro-s-indacene-1,5-dione O1C(=CC=C1)C1=C2CCC(C2=C(C=2CCC(C12)=O)C=1OC=CC1)=O